C(C)(C)(C)OC(=O)COC1=CC=C(C=C1)[S+](C1=CC=CC=C1)C1=CC=CC=C1 (4-t-butoxycarbonylmethoxyphenyl)diphenylsulfonium